C12CC(CCC2O1)C1OCC2(CC3OC3CC2)CO1 2-(7-oxabicyclo[4.1.0]hept-3-yl)-spiro(1,3-dioxane-5,3'-[7]oxabicyclo[4.1.0]heptane)